5-(6-fluoro-3-pyridyl)-2-methyl-N-[4-(4,4,5,5-tetramethyl-1,3,2-dioxaborolan-2-yl)phenyl]-1,2,4-triazol-3-amine FC1=CC=C(C=N1)C=1N=C(N(N1)C)NC1=CC=C(C=C1)B1OC(C(O1)(C)C)(C)C